CC1=NN(C(=C1)C(=O)O)C=1C=NC=CC1 3-methyl-1-(pyridin-3-yl)-1H-pyrazole-5-carboxylic acid